ClC1=CC=C(S1)[C@@H]1[C@H]([C@@H](C(N1)=O)C)[N+](=O)[O-] |r| rac-(3S,4S,5S)-5-(5-chlorothien-2-yl)-3-methyl-4-nitropyrrolidin-2-one